N-((3s,5s,7s)-adamantan-1-yl)-2-methyl-5-(4-(trifluoromethylthio)phenyl)oxazole-4-carboxamide C12(CC3CC(CC(C1)C3)C2)NC(=O)C=2N=C(OC2C2=CC=C(C=C2)SC(F)(F)F)C